2-methyl-propionic acid pentafluorophenyl ester FC1=C(C(=C(C(=C1OC(C(C)C)=O)F)F)F)F